2-MORPHOLINOPYRIMIDINE-4-BORONIC ACID O1CCN(CC1)C1=NC=CC(=N1)B(O)O